1-[(3R)-3-amino-1-piperidinyl]-2-(dimethylamino)ethanone N[C@H]1CN(CCC1)C(CN(C)C)=O